1-fluoro-4-(4-phenylbut-3-en-2-yl)benzene FC1=CC=C(C=C1)C(C)C=CC1=CC=CC=C1